ClC1=C(C(C1(F)F)(F)F)Cl 1,2-dichloro-3,3,4,4-tetrafluorocyclobut-1-ene